COC=1C=C(C=CC1OCCCN1CCCCC1)NC1=NC=CC(=N1)NC1=CC=C2C=CC=NC2=C1 2-[3-methoxy-4-(3-piperidinopropoxy)phenylamino]-4-(7-quinolylamino)pyrimidine